BrC1=CC=C(C=C1)N1N=NC2=C1C=CC(=C2C(F)(F)F)F 1-(4-Bromophenyl)-5-fluoro-4-(trifluoromethyl)-1H-benzo[d][1,2,3]triazole